4-methyl-3-(methylsulfonyl)-N-((2-(6-(5-oxo-2,6-diazaspiro[3.4]octan-6-yl)pyridin-2-yl)-1,6-naphthyridin-7-yl)methyl)benzamide CC1=C(C=C(C(=O)NCC2=NC=C3C=CC(=NC3=C2)C2=NC(=CC=C2)N2C(C3(CNC3)CC2)=O)C=C1)S(=O)(=O)C